(6-chloro-pyrimidin-4-yl)-methylamine ClC1=CC(=NC=N1)NC